IC=1N=C(N2N=C(C=C(C21)C2=CC=NN2C)N2[C@@H](COCC2)C)C2=CC=NN2C2OCCCC2 (3R)-4-(5-iodo-4-(1-methyl-1H-pyrazol-5-yl)-7-(1-(tetrahydro-2H-pyran-2-yl)-1H-pyrazol-5-yl)imidazo[1,5-b]pyridazin-2-yl)-3-methylmorpholine